ClC1=NC=CC(=N1)C=1C=C(CNC(=O)N2CC(C2)OC(C)C)C=C(C1)C N-(3-(2-chloropyrimidin-4-yl)-5-methylbenzyl)-3-isopropoxyazetidine-1-carboxamide